3-(5-(((1R,2S)-2-(benzyl(methyl)amino)cyclohexyl)methyl)-1-oxoisoindolin-2-yl)piperidine-2,6-dione C(C1=CC=CC=C1)N([C@@H]1[C@H](CCCC1)CC=1C=C2CN(C(C2=CC1)=O)C1C(NC(CC1)=O)=O)C